(3-(Triethoxysilyl)propyl)-1H-imidazole-4-carboxamide C(C)O[Si](CCCN1C=NC(=C1)C(=O)N)(OCC)OCC